CCCCCCCCCCCCCCCCCCCC(=O)O[C@H](CO)COP(=O)(O)OCCN The molecule is a 2-acyl-sn-glycero-3-phosphoethanolamine in which the acyl group is specified as icosanoyl. It has a role as a mouse metabolite. It is a 2-acyl-sn-glycero-3-phosphoethanolamine and a lysophosphatidylethanolamine 20:0. It derives from an icosanoic acid.